4-[(3R)-3-{[1-(fluoromethyl)cyclopropyl]amino}pyrrolidin-1-yl]-2-methylindazole-7-carboxamide FCC1(CC1)N[C@H]1CN(CC1)C=1C2=CN(N=C2C(=CC1)C(=O)N)C